ClC1=CC(N(C(N1C1=CC=C(C=C1)C(F)(F)F)=O)C1=CC=C(C=C1)C(F)(F)F)=O 6-chloro-1,3-bis[4-(trifluoromethyl)phenyl]pyrimidine-2,4(1H,3H)-dione